BrCC(=O)NCCC(=O)O 3-(bromoacetamido)propionic acid